C1(CC1)CCCC1=C(C(=CC(=C1)CCCC1CC1)CC(C)O)O 2,4-bis(3-cyclopropyl-propyl)-6-(2-hydroxypropyl)phenol